rac-(7s)-N-[rac-(3S)-5-methyl-4-oxo-2,3-dihydro-1,5-benzoxazepin-3-yl]spiro[5H-furo[3,4-d]pyrimidine-7,3'-tetrahydropyran]-2-carboxamide CN1C([C@H](COC2=C1C=CC=C2)NC(=O)C=2N=CC1=C(N2)[C@@]2(COCCC2)OC1)=O |r|